4-((4-(3-bromophenyl)-2-oxo-1,3,2-dioxaphosphorinan-2-yl)amino)-1-((2r,4r,5r)-3,3-difluoro-4-hydroxy-5-(hydroxymethyl)tetrahydrofuran-2-yl)pyrimidin-2(1H)-one BrC=1C=C(C=CC1)C1OP(OCC1)(=O)NC1=NC(N(C=C1)[C@@H]1O[C@@H]([C@H](C1(F)F)O)CO)=O